P(=O)(O)(O)O.BrC1=CC=CC(=C1)Br.BrC1=CC=CC(=C1)Br.BrC1=CC=CC(=C1)Br tris(2,4-dibromobenzene) phosphate